Cl.COC(=O)[C@@H]1N(C[C@@H](C1)O)CC1=C(C=C(C(=C1)[N+](=O)[O-])OCC=1C(=C(C=CC1)C1=CC=CC=C1)Br)OCC1=CC=2C(=NON2)C=C1 (2R,4R)-1-(2-(benzo[c][1,2,5]oxadiazol-5-ylmethoxy)-4-((2-bromo-[1,1'-biphenyl]-3-yl)methoxy)-5-nitrobenzyl)-4-hydroxypyrrolidine-2-carboxylic acid methyl ester hydrochloride